C1(CC1)N1CC2=CC(=C(C=C2CC1)NC1=NC=C(C(=N1)C1=CC2=C(C(N(CCS2(=O)=O)C2COC2)=O)S1)C(F)(F)F)C1CC1 7-(2-((2,7-dicyclopropyl-1,2,3,4-tetrahydroisoquinolin-6-yl)amino)-5-(trifluoromethyl)pyrimidin-4-yl)-4-(oxetan-3-yl)-3,4-dihydrothieno[2,3-f][1,4]thiazepin-5(2H)-one 1,1-dioxide